CN(C([C@@H](CC(=O)OCC=C)N(C)C(=O)OCC1C2=CC=CC=C2C=2C=CC=CC12)=O)C prop-2-enyl (3R)-4-(dimethylamino)-3-[9H-fluoren-9-ylmethoxycarbonyl(methyl)amino]-4-oxobutanoate